FC(C=1C=C(C=C(C1)C(F)(F)F)C=1C=C(C(=O)C2=CC(=C(C=C2)F)C2=CC(=CC(=C2)C(F)(F)F)C(F)(F)F)C=CC1F)(F)F 3,3'-bis(3,5-bis(trifluoromethyl)phenyl)-4,4'-difluorobenzophenone